ClC1=C2CCC(C2=CC=C1F)=O 4-chloro-5-fluoro-2,3-dihydro-1H-inden-1-one